6-chloro-5'-(5-chloro-2-methylphenyl)-3'-cyclobutyl-2'-(2,4-dimethoxypyrimidin-5-yl)-3'H-spiro[indoline-3,4'-pyrrolo[3,4-d]imidazole]-2,6'(5'H)-dione ClC1=CC=C2C(=C1)NC(C21N(C(C=2N=C(N(C21)C2CCC2)C=2C(=NC(=NC2)OC)OC)=O)C2=C(C=CC(=C2)Cl)C)=O